[Fr].CC1=C(C2=CC=CC=C2C=C1)S(=O)(=O)O.[Cs] cesium methyl-naphthalenesulfonic acid Francium